NC=1C2=C(N=CN1)N(C(=C2C2=CC=C(C=C2)OC)C2CN(CC2)C(C=C)=O)C 1-(3-(4-amino-5-(4-methoxyphenyl)-7-methyl-7H-pyrrolo[2,3-d]pyrimidin-6-yl)pyrrolidin-1-yl)prop-2-en-1-one